tert-butyl {(2S)-1-[bis(2-thienylmethyl)amino]-6-[(methylsulfonyl)amino]-1-oxohexan-2-yl}carbamate S1C(=CC=C1)CN(C([C@H](CCCCNS(=O)(=O)C)NC(OC(C)(C)C)=O)=O)CC=1SC=CC1